cis-4-dodecene CCC\C=C/CCCCCCC